BrC1=C(C=C2C(=C(C(=NC2=C1F)Cl)C#N)N1C[C@@H](N(CC1)C(=O)OCC1=CC=CC=C1)CC#N)Cl (S)-Benzyl 4-(7-Bromo-2,6-dichloro-3-cyano-8-fluoroquinolin-4-yl)-2-(cyanomethyl)piperazine-1-carboxylate